6-Chloro-8-(2-cyclopropyl-thiazol-5-yl)-9-(2,2,2-trifluoro-ethyl)-9H-pyrido[3,4-b]indole ClC=1C=C2C3=C(N(C2=C(C1)C1=CN=C(S1)C1CC1)CC(F)(F)F)C=NC=C3